F[Sb-](F)(F)(F)(F)F.C(CCCCCCCCCCC)C1=C(C=CC=C1)[I+]C1=C(C=CC=C1)CCCCCCCCCCCC bis(dodecylphenyl)-iodonium hexafluoroantimonate